(R)-2,7-Dichloro-8-fluoro-5-(2-(piperidin-2-yl)ethoxy)pyrido[4,3-d]pyrimidin-4(3H)-one ClC=1NC(C2=C(N1)C(=C(N=C2OCC[C@@H]2NCCCC2)Cl)F)=O